FC(OC1=CC=C(C=C1)C=1C(N(C=C2C=CC(=NC12)OCC)C=1C=C2C=CC=NC2=CC1)=O)F 8-(4-(difluoromethoxy)phenyl)-2-ethoxy-6-(quinolin-6-yl)-1,6-naphthyridin-7(6H)-one